(2S,3S,4R,5R)-3,4-dihydroxyl-N-meth-yl-5-(6-(((4-methylpyridin-2-yl)meth-yl)amino)-2-(pyridin-3-yl)-9H-purin-9-yl)tetrahydrothiophen-2-formamide 1,1-dioxide O[C@@H]1[C@H](S([C@H]([C@@H]1O)N1C2=NC(=NC(=C2N=C1)NCC1=NC=CC(=C1)C)C=1C=NC=CC1)(=O)=O)C(=O)NC